NCC=1C(N(C(N(C1)C1=NC=C(C=C1)C(F)(F)F)=O)C(C)C)=O 5-(aminomethyl)-3-isopropyl-1-[5-(trifluoromethyl)-2-pyridyl]pyrimidine-2,4-dione